2-oxo-2-((4-((4-(trifluoromethyl)phenyl)ethynyl)phenyl)amino)acetic acid O=C(C(=O)O)NC1=CC=C(C=C1)C#CC1=CC=C(C=C1)C(F)(F)F